BrC1=CC(=C(C(=C1)NC)N)N1CCOCC1 5-bromo-N1-methyl-3-morpholinobenzene-1,2-diamine